(R)-N-(4-chloro-3-(trifluoromethyl)phenyl)-2-((tetrahydrofuran-2-yl)methoxy)benzamide ClC1=C(C=C(C=C1)NC(C1=C(C=CC=C1)OC[C@@H]1OCCC1)=O)C(F)(F)F